3-(5-amino-2-methyl-4-oxo-4H-quinazolin-3-yl)-piperidine-2,6-dione NC1=C2C(N(C(=NC2=CC=C1)C)C1C(NC(CC1)=O)=O)=O